((6-bromohexyl)oxy)((1-((10,13-dimethyl-17-(6-methylheptan-2-yl)-2,3,4,7,8,9,10,11,12,13,14,15,16,17-tetradecahydro-1H-cyclopenta[a]phenanthren-3-yl)oxy)hexadecyl)oxy)dimethylsilane BrCCCCCCO[Si](C)(C)OC(CCCCCCCCCCCCCCC)OC1CCC2(C3CCC4(C(CCC4C3CC=C2C1)C(C)CCCC(C)C)C)C